2-((2-(2,6-dioxopiperidin-3-yl)-1-oxoisoindolin-4-yl)oxy)-2-methylpropanoic acid O=C1NC(CCC1N1C(C2=CC=CC(=C2C1)OC(C(=O)O)(C)C)=O)=O